3-(Hydroxymethyl)-2'-(2-phenylquinolin-7-yl)-5',6'-dihydro-4'H-spiro[cyclobutane-1,7'-pyrazolo[1,5-a]pyrimidine]-3'-carboxamide OCC1CC2(CCNC=3N2N=C(C3C(=O)N)C3=CC=C2C=CC(=NC2=C3)C3=CC=CC=C3)C1